CC=1C=C(C=CC1C)N1N=C(C=2C=NC=3C=CC(=CC3C21)OC)C2=CC=C(C=C2)N(CCCN(C)C)C N-{4-[1-(3,4-dimethylphenyl)-8-methoxy-1H-pyrazolo[4,3-c]quinolin-3-yl]phenyl}-N,N',N'-trimethylpropane-1,3-diamine